(E)-1-[4-(Hydroxymethyl)phenyl]-3-(4-prop-2-enylphenyl)prop-2-en-1-one OCC1=CC=C(C=C1)C(\C=C\C1=CC=C(C=C1)CC=C)=O